N1N=NC(=C1)CNC(=O)[C@H]1N2C3=C(C=CC=C3C1)CC[C@@H](C2=O)NC(C(C)(C)NC(CC=2C1=C(SC2)C=CC=C1)=O)=O (2S,5S)-5-[2-(2-Benzo[b]thiophen-3-yl-acetylamino)-2-methyl-propionylamino]-4-oxo-1,2,4,5,6,7-hexahydro-azepino[3,2,1-hi]indole-2-carboxylic acid (1H-[1,2,3]triazol-4-ylmethyl)-amide